ClC=1C=C(OC2=C(N=CN(C2=O)CC=2C=CC(NN2)=O)C(F)(F)F)C=C(C1)C(F)(F)F 6-((5-(3-chloro-5-(trifluoromethyl)phenoxy)-6-oxo-4-(trifluoromethyl)pyrimidin-1(6H)-yl)methyl)pyridazin-3(2H)-one